2,5-dibromo-thiophene-3,4-dicarboxylic acid BrC=1SC(=C(C1C(=O)O)C(=O)O)Br